tert-butyl (R)-(1-(5-amino-1-methyl-2-(1-(trifluoromethyl)cyclopropyl)-1H-benzo[d]imidazol-4-yl)pyrrolidin-3-yl)carbamate NC1=C(C2=C(N(C(=N2)C2(CC2)C(F)(F)F)C)C=C1)N1C[C@@H](CC1)NC(OC(C)(C)C)=O